C1(CCCCC1)NC([C@H](CSC)NC(CC)=O)=O (R)-N-cyclohexyl-3-(methylsulfanyl)-2-propionylaminopropionamide